((R)-3-(4-fluorophenyl)pyrrolidin-1-yl)(4-((R)-2-hydroxy-3-(1H-pyrazol-1-yl)propoxy)phenyl)methanone FC1=CC=C(C=C1)[C@@H]1CN(CC1)C(=O)C1=CC=C(C=C1)OC[C@@H](CN1N=CC=C1)O